2-([1,1'-biphenyl]-4-ylmethoxy)thiazole-4-carboxylic acid C1(=CC=C(C=C1)COC=1SC=C(N1)C(=O)O)C1=CC=CC=C1